N1=CC(=CC=C1)C1NC2C=CC1CC2 endo-3-(pyridin-3-yl)-2-azabicyclo[2.2.2]oct-5-ene